ClC=1C(=C2CNC(C2=CC1)=O)NS(=O)(=O)C1=CC(=CC=C1)C#CC1=NOC=C1 N-(5-chloro-1-oxo-isoindolin-4-yl)-3-(isoxazol-3-ylethynyl)benzenesulfonamide